CC1=C(C(=CC=C1)C(F)(F)F)COC=1C=NC(=NC1)N1C(NC(C1)=O)=O 1-(5-{[2-methyl-6-(trifluoromethyl)phenyl]methoxy}pyrimidin-2-yl)imidazolidine-2,4-dione